F[P-](F)(F)(F)(F)F.[Os+2].N1=CC=C(C=C1)C1=CC(=NC(=C1)C1=NC=CC=C1)C1=NC=CC=C1.N1=CC=C(C=C1)C1=CC(=NC(=C1)C1=NC=CC=C1)C1=NC=CC=C1.F[P-](F)(F)(F)(F)F bis(4'-(pyridin-4-yl)-2,2':6',2''-terpyridine) osmium (II) hexafluorophosphate